1,8-diaza-7-bicyclo[5.4.0]Undecene N12CCCCCC2=NCCC1